N1N=NN=C1C1=C(C=CC=C1)C=1C=C(C2=C([C@H](C(O2)(C)C)C2=CC=CC=C2)C1)NC(=O)NC1=C(C=CC=C1)F |r| (±)-1-(5-(2-(1H-Tetrazol-5-yl)phenyl)-2,2-dimethyl-3-phenyl-2,3-dihydrobenzofuran-7-yl)-3-(2-fluorophenyl)urea